N-((1R,2R,4S)-7-cyano-7-azabicyclo[2.2.1]heptan-2-yl)-4-(1-methyl-1H-pyrazol-4-yl)propoxybenzamide C(#N)N1[C@H]2[C@@H](C[C@@H]1CC2)NC(C2=CC=C(C=C2)OCCCC=2C=NN(C2)C)=O